C(C)(C)(C)OC(=O)NC[C@H](CO[Si](C1=CC=CC=C1)(C1=CC=CC=C1)C(C)(C)C)OC1=NC(=NC(=C1)C1=C(C=CC=C1C)C)NS(=O)(=O)C=1C=C(C(=O)O)C=CC1 3-[[4-[(1R)-1-[(tert-butoxycarbonylamino)methyl]-2-[tert-butyl(diphenyl)silyl]oxy-ethoxy]-6-(2,6-dimethylphenyl)pyrimidin-2-yl]sulfamoyl]benzoic acid